6-(3,5-dimethylpyrazol-1-yl)-2-[1-[2-(2-fluorophenoxy)propionyl]piperidin-4-yl]pyridazin-3-one CC1=NN(C(=C1)C)C=1C=CC(N(N1)C1CCN(CC1)C(C(C)OC1=C(C=CC=C1)F)=O)=O